N[C@H]1CN(C[C@@H](C1)F)C(=O)C1=CC2=C(N(C(=N2)C2=CC=3C(=NC(=CC3)C3=CC=C4C(=CC=NC4=C3)O)N2CC2CC2)C)C(=C1)OC 7-(2-{5-[(3R,5R)-3-amino-5-fluoropiperidine-1-carbonyl]-7-methoxy-1-methyl-1H-1,3-benzodiazol-2-yl}-1-(cyclopropylmethyl)-1H-pyrrolo[2,3-b]pyridin-6-yl)quinolin-4-ol